O=C1NC(CCC1C=1C=C(CN2CCN(CC2)C2CCN(CC2)C2=CC(=C(C=C2)NC2=NC=C(C(=C2)NC2=C(C(=O)NC)C=CC=C2)C(F)(F)F)OC)C=CC1)=O 2-((2-((4-(4-(4-(3-(2,6-dioxopiperidin-3-yl)benzyl)piperazin-1-yl)piperidin-1-yl)-2-methoxyphenyl)amino)-5-(trifluoromethyl)pyridin-4-yl)amino)-N-methylbenzamide